(2R,4S)-tert-butyl 4-(4-amino-3-((1-ethyl-1H-benzo[d]imidazol-5-yl)ethynyl)-1H-pyrazolo[4,3-c]pyridin-1-yl)-2-(methoxymethyl)pyrrolidine-1-carboxylate NC1=NC=CC2=C1C(=NN2[C@H]2C[C@@H](N(C2)C(=O)OC(C)(C)C)COC)C#CC2=CC1=C(N(C=N1)CC)C=C2